FC1=C(C=CC(=C1F)N1CCN(CC1)C)NC(=O)C=1N=C(NC1)C=1N(C=NC1C1=CC=C(C=C1)F)C(C)C N-(2,3-difluoro-4-(4-methylpiperazin-1-yl)phenyl)-5'-(4-fluorophenyl)-3'-isopropyl-1H,3'H-[2,4'-biimidazole]-4-carboxamide